COC1=CC=C(C=C1)C1=NN=C(O1)S 5-(4-Methoxy-phenyl)-[1,3,4]oxadiazole-2-thiol